N-[6,7-dichloro-2-(2-methoxyethyl)-1-oxo-10-(1H-pyrazol-4-yl)-3,4-dihydropyrazino[1,2-a]indol-9-yl]-2,2-difluoro-acetamide ClC1=C(C=C(C=2C(=C3N(C12)CCN(C3=O)CCOC)C=3C=NNC3)NC(C(F)F)=O)Cl